6-((3'-(5-formyl-6-methoxypyridin-2-yl)-2,2'-dimethyl-[1,1'-biphenyl]-3-yl)amino)-2-methoxynicotinaldehyde C(=O)C=1C=CC(=NC1OC)C=1C(=C(C=CC1)C1=C(C(=CC=C1)NC1=NC(=C(C=O)C=C1)OC)C)C